8-(but-2-yn-1-yl)-6-((2S,5R)-2,5-diethylpiperazin-1-yl)-3,9-dimethyl-3,9-dihydro-2H-purin-2-one C(C#CC)C=1N(C=2N(C(N=C(C2N1)N1[C@H](CN[C@@H](C1)CC)CC)=O)C)C